NC1=C(C=C(C=C1)C1=CC=C(C=C1)F)NC(=O)C=1C=NC(=CC1)S(=O)(=O)C1=CN=CN1 N-[2-amino-5-(4-fluorophenyl)phenyl]-6-(1H-imidazol-5-ylsulfonyl)pyridine-3-carboxamide